ClC1=C(C(=CC(=C1)Cl)C)NC1=C(C=C(C=C1)CC)CC(=O)O 2-[(2,4-dichloro-6-methylphenyl)amino]-5-ethyl-phenylacetic acid